FC(C1=CN=C(S1)C1=CC=C(C(=O)O)C=C1)(F)F 4-(5-(trifluoromethyl)thiazol-2-yl)benzoic acid